(1R,3S)-3-(3-(5-(benzyloxy)-4-formyl-7-methoxy-2,3-dihydro-1H-indene-2-carboxamido)-1H-pyrazol-5-yl)cyclopentyl 2-methyltetrahydropyridazine-1(2H)-carboxylate CN1N(CCCC1)C(=O)O[C@H]1C[C@H](CC1)C1=CC(=NN1)NC(=O)C1CC2=C(C=C(C(=C2C1)C=O)OCC1=CC=CC=C1)OC